C(CCCCC)C=1C=C(C2=C(OC([C@@H]3CCC(=C[C@@H]23)C)(C)C)C1)O (6aR,10aR)-3-hexyl-6,6,9-trimethyl-6H,6aH,7H,8H,10aH-benzo[c]isochromen-1-ol